BrC1=CC(=C(C(=C1)C)N1NC2=C(N=C(NC2=O)N(CC)CC)N1)C 2-(4-bromo-2,6-dimethyl-phenyl)-5-(diethylamino)-3,6-dihydro-1H-triazolo[4,5-d]pyrimidin-7-one